(R)-N,N-dimethyl-1-(2-bromophenyl)-1-ferrocenylmethylamine CN(C)[C@H]([C-]1C=CC=C1)C1=C(C=CC=C1)Br.[CH-]1C=CC=C1.[Fe+2]